2-(Pyridin-2-ylsulfonyl)-1,2,3,4,5,6-hexahydropyrrolo[3,4-c]pyrrole dihydrobromide Br.Br.N1=C(C=CC=C1)S(=O)(=O)N1CC=2CNCC2C1